N-(((1R,2R)-2-((4-amino-3-(4-((5-fluoro-2-methoxybenzamido)methyl)phenyl)-1H-pyrazolo[3,4-d]pyrimidin-1-yl)methyl)cyclopentyl)methyl)-N-methyl-1H-1,2,4-triazole-1-carboxamide NC1=C2C(=NC=N1)N(N=C2C2=CC=C(C=C2)CNC(C2=C(C=CC(=C2)F)OC)=O)C[C@H]2[C@@H](CCC2)CN(C(=O)N2N=CN=C2)C